5-(chloromethyl)-6-(4-methoxyphenyl)-2,3-diphenylpyrazolo[1,5-a]pyrimidin-7(4H)-one ClCC=1NC=2N(C(C1C1=CC=C(C=C1)OC)=O)N=C(C2C2=CC=CC=C2)C2=CC=CC=C2